Fmoc-S-trityl-L-cysteine C(=O)(OCC1C2=CC=CC=C2C2=CC=CC=C12)N[C@@H](CSC(C1=CC=CC=C1)(C1=CC=CC=C1)C1=CC=CC=C1)C(=O)O